FC1=C(C(=C(C2=CC=C(C=C12)O)F)C(=O)O)F trifluoro-6-hydroxy-2-naphthoic acid